2-(6-(6-propyl-2-((4-(8-methyl-3,8-diazabicyclo[3.2.1]oct-3-yl)phenyl)amino)-7H-pyrrolo[2,3-d]pyrimidin-7-yl)pyridin-2-yl)propan-2-ol C(CC)C1=CC2=C(N=C(N=C2)NC2=CC=C(C=C2)N2CC3CCC(C2)N3C)N1C1=CC=CC(=N1)C(C)(C)O